FC1=CC=C(C=C1)CC(=O)NC(=O)C1(NCCC1)CO N-(4-fluorophenylacetyl)2-hydroxymethylpyrrolidine-2-carboxamide